COCOC1=C(C=C(C=O)C=C1)C 4-(methoxymethoxy)-3-methyl-benzaldehyde